C(C)C1=NNC2=CC=C(C=C12)C1=CN=C2N1N=C(C=C2)N2CC1(COC1)C2 6-(3-(3-ethyl-1H-indazol-5-yl)imidazo[1,2-b]pyridazin-6-yl)-2-oxa-6-azaspiro[3.3]heptane